3-(4-phenoxyphenyl)-1H-pyrazolo[3,4-d]pyrimidin-4-amine hydrochloride Cl.O(C1=CC=CC=C1)C1=CC=C(C=C1)C1=NNC2=NC=NC(=C21)N